C(CCCCCCCCCCCCCCCCCCCCCCC)(=O)N lignoceramide